C1(CC1)C=1N=CN2C1CCC1=CC(=C(C=C21)C(=O)O)F 3-cyclopropyl-7-fluoro-4,5-dihydroimidazo[1,5-a]quinoline-8-carboxylic acid